7-chloro-4-(3,3-difluoropiperidin-1-yl)-8-fluoro-5-methyl-2-(methylsulfanyl)pyrido[4,3-d]pyrimidine ClC1=C(C=2N=C(N=C(C2C(=N1)C)N1CC(CCC1)(F)F)SC)F